4-(5-(6-fluoroquinolin-4-yl)-1H-indol-2-yl)-N,N-dimethylpyridin-2-amine FC=1C=C2C(=CC=NC2=CC1)C=1C=C2C=C(NC2=CC1)C1=CC(=NC=C1)N(C)C